3,5-difluoromethyl-phenylacetic acid FCC=1C=C(C=C(C1)CF)CC(=O)O